C1(=CC=CC=C1)C1=C(C(=NN1C1=CC=C(C=C1)C)C(F)F)C#N 5-phenyl-1-(4-methylphenyl)-3-difluoromethyl-1H-pyrazole-4-carbonitrile